4-chloro-2,6-difluoronitrobenzene C1=C(C=C(C(=C1F)[N+](=O)[O-])F)Cl